C1(=C(C=CC=C1)C#CC1=NNC2=CC=C(C=C12)C(=O)N1CCNC2(CCC2)C1)C1=CC=CC=C1 (3-([1,1'-Biphenyl]-2-ylethynyl)-1H-indazol-5-yl)(5,8-diazaspiro[3.5]nonan-8-yl)methanone